C(=CC1=CC=CC=C1)B(O)O styrylboronic Acid